FC1=C(C(=O)NCC23CCC(CC2)(CC3)C3=NC(=NO3)C3=NC=C(C=N3)C(F)(F)F)C=C(C(=C1F)O)F 2,3,5-Trifluoro-4-hydroxy-N-[(4-{3-[5-(trifluoromethyl)pyrimidin-2-yl]-1,2,4-oxadiazol-5-yl}bicyclo[2.2.2]octan-1-yl)methyl]benzamide